N[C@@H]1CN(CC[C@@H]1F)C1=CC(=NC=C1C=1C=NN(C1)CC(F)(F)F)NC1=CC=C2C(=N1)N(N=C2)CC2CC2 N-(4-((3R,4S)-3-amino-4-fluoropiperidin-1-yl)-5-(1-(2,2,2-trifluoroethyl)-1H-pyrazol-4-yl)pyridin-2-yl)-1-(cyclopropylmethyl)-1H-pyrazolo[3,4-b]pyridin-6-amine